4-cyano-1-butyne C(#N)CCC#C